9-(1-((2-carbamoyl-4-fluorophenyl)amino)ethyl)-7-methyl-4-(methyl-d3)-5-oxo-4,5-dihydroimidazo[1,5-a]quinazoline-3-carboxylic acid C(N)(=O)C1=C(C=CC(=C1)F)NC(C)C=1C=C(C=C2C(N(C=3N(C12)C=NC3C(=O)O)C([2H])([2H])[2H])=O)C